CC=1C(=[C-]PC1)C dimethylphospholide